2-((2r,4r)-2-(aminomethyl)-5-chloro-2-(2,2-difluorobenzo[d][1,3]dioxol-4-yl)-2,3-dihydrobenzofuran-4-yl)-3-fluorobenzamide NC[C@]1(OC2=C(C1)C(=C(C=C2)Cl)C2=C(C(=O)N)C=CC=C2F)C2=CC=CC=1OC(OC12)(F)F